3-[(methane-sulfonyl)amino]-N,N-dimethyl-pyrrolidine-1-carboxamide CS(=O)(=O)NC1CN(CC1)C(=O)N(C)C